N-(2,6-Difluorobenzyl)-3-fluoro-5-((4-oxo-6-(1H-pyrazol-4-yl)quinazolin-3(4H)-yl)methyl)benzamide FC1=C(CNC(C2=CC(=CC(=C2)CN2C=NC3=CC=C(C=C3C2=O)C=2C=NNC2)F)=O)C(=CC=C1)F